N1=CC(=CC=C1)C=1C=CC=C2C=NC=NC12 8-(pyridin-3-yl)quinazolin